4-Bromo-1-(2-trimethylsilylethoxymethyl)pyrazolo[3,4-c]pyridin-7-amine BrC1=C2C(=C(N=C1)N)N(N=C2)COCC[Si](C)(C)C